C(C)(C)(C)OC(NC(CNNC)C)=O (1-(2-methylhydrazino)propan-2-yl)carbamic acid tert-butyl ester